CCC(CCC1=CC(=C(C(=C1)O)[C@@H]2C=C(CC[C@H]2C(=C)C)C)O)O The molecule is a hydroxy-cannabidiol that is cannabidiol in which one of the two hydrogens at position 3 of the pentyl chain has been replaced by a hydroxy group. It is a metabolite of cannabidiol by human liver microsomes. It has a role as a human xenobiotic metabolite. It is a hydroxy-cannabidiol, an olefinic compound, a member of resorcinols and a secondary alcohol.